1-{4-[4-(pyrazin-2-yl)piperazine-1-sulfonyl]phenyl}-3-(pyridin-3-ylmethyl)urea N1=C(C=NC=C1)N1CCN(CC1)S(=O)(=O)C1=CC=C(C=C1)NC(=O)NCC=1C=NC=CC1